FC1(C(C2=C(N(C=C2C2=COC=C2)C=2C=C(C#N)C=C(C2)F)C1)O)F 3-(5,5-difluoro-3-(furan-3-yl)-4-hydroxy-5,6-dihydro-cyclopenta[b]pyrrol-1(4H)-yl)-5-fluorobenzonitrile